FC=1C=C(C=C(C1C=1C=C2C(=CN1)NN=C2C2=CC=C(C=C2)OC)F)CNC (3,5-difluoro-4-(3-(4-methoxyphenyl)-1H-pyrazolo[3,4-c]pyridin-5-yl)phenyl)-N-methylmethanamine